2,4,6-trimethylbenzoyl-diphenyl-diphenylphosphine CC1=C(C(=O)P(C2=C(C(=CC=C2)C2=CC=CC=C2)C2=CC=CC=C2)C2=CC=CC=C2)C(=CC(=C1)C)C